6-(3-isopropyl-5-(piperidin-4-yl)-1H-indol-2-yl)-3-methyl-[1,2,4]triazolo[4,3-a]pyridine C(C)(C)C1=C(NC2=CC=C(C=C12)C1CCNCC1)C=1C=CC=2N(C1)C(=NN2)C